3-(6-amino-1-(2-fluoro-4-nitrobenzyl)-1H-pyrazolo[3,4-d]pyrimidine-4-yl)-2-fluorobenzonitrile NC1=NC(=C2C(=N1)N(N=C2)CC2=C(C=C(C=C2)[N+](=O)[O-])F)C=2C(=C(C#N)C=CC2)F